FC1=CC(=CC2=C1N(C=N2)C)OC2=CC(=C(C=C2C)NC2=NC=NC1=C2N=C(N=C1)N1CC2CCC(C1)N2C(C=C)=O)OC 1-(3-(8-((4-((7-fluoro-1-methyl-1H-benzo[d]imidazol-5-yl)oxy)-2-methoxy-5-methylphenyl)amino)pyrimido[5,4-d]pyrimidin-2-yl)-3,8-diazabicyclo[3.2.1]octan-8-yl)prop-2-en-1-one